C(#N)C=1C=C(C=CC1)N1N=C(C=C1C(=O)NC1=C(C=C(C=C1)C=O)F)C(F)(F)F 1-(3-cyanophenyl)-N-(2-fluoro-4-formylphenyl)-3-(trifluoromethyl)-1H-pyrazole-5-carboxamide